N,N,N',N'-tetramethyl-2-butene-1,4-diamine CN(C)C/C=C/CN(C)C